[Na].C[Si](OC(C#C)(C)C)(OC(C#C)(C)C)OC(C#C)(C)C methyl-[tris(1,1-dimethyl-2-propynyl-oxy)]silane sodium